spiro[benzo[c]xanthene-7,1'-isobenzofuran]-3'-one C12(OC(C3=CC=CC=C13)=O)C=1C=CC=CC1OC=1C3=C(C=CC12)C=CC=C3